O1CCC(=CC1)C=1C=C(C=C(C1)OC)NCCC1=CC=C(C=C1)CCN1[C@@H]([C@H]([C@@H]([C@H](C1)O)O)O)CO (2R,3R,4R,5S)-1-{2-[4-(2-{[3-(3,6-dihydro-2H-pyran-4-yl)-5-methoxyphenyl]amino}ethyl)phenyl]ethyl}-2-(hydroxymethyl)piperidine-3,4,5-triol